OC1=CC=C(C=C1)C=1C2=CC=C(N2)C(=C2C=CC(C(=C3C=CC(=C(C=4C=CC1N4)C4=CC=C(C=C4)C)N3)C3=CC=C(C=C3)C)=N2)C2=CC=C(C=C2)C 5-p-hydroxyphenyl-10,15,20-tri(4-methylphenyl)porphyrin